The molecule is a member of the class of oxidized luciferins that is obtained via formal oxidative cleavage of Renilla luciferin. It has a role as a member of oxidized luciferins. It is a member of pyrazines, an organic peroxide, a member of phenols, an aromatic amine and a secondary amino compound. It derives from a Renilla luciferin. C1=CC=C(C=C1)CC2=NC(=CN=C2NC3(C(=O)OO3)CC4=CC=CC=C4)C5=CC=C(C=C5)O